Cl.ClC1=C(N=C(NC1=O)C1=CC(=NC=C1)F)N1CCNCC(C1)(F)F 5-chloro-4-(6,6-difluoro-1,4-diazepan-1-yl)-2-(2-fluoro-4-pyridinyl)-1H-pyrimidin-6-one hydrochloride